3-(3,4-dihydro-1,5-naphthyridin-1(2H)-yl)-1-(tetrahydro-2H-pyran-2-yl)-1H-pyrazolo[3,4-b]pyrazin N1(CCCC2=NC=CC=C12)C1=NN(C2=NC=CN=C21)C2OCCCC2